N-[(4-bromo-3-nitrophenyl)methyl]-6-cyclopropyl-N-(2-methanesulfonyl-4-methylphenyl)pyridine-3-carboxamide BrC1=C(C=C(C=C1)CN(C(=O)C=1C=NC(=CC1)C1CC1)C1=C(C=C(C=C1)C)S(=O)(=O)C)[N+](=O)[O-]